[2-(methacryloyloxy)ethyltrimethylammonium] [bis(trifluoromethylsulfonyl) imide] [N-](S(=O)(=O)C(F)(F)F)S(=O)(=O)C(F)(F)F.C(C(=C)C)(=O)OCC[N+](C)(C)C